NC1=CC=C2CCNCC2=C1 7-amino-1,2,3,4-tetrahydroisoquinoline